[Si](C)(C)(C(C)(C)C)OCC1=CN=C(S1)CNC=1C2=C(N=C(N1)Cl)N(C=C2I)S(=O)(=O)CC2=CC=CC=C2 N-((5-(((tert-butyldimethylsilyl)oxy)methyl)thiazol-2-yl)methyl)-2-chloro-5-iodo-7-toluenesulfonyl-7H-pyrrolo[2,3-d]pyrimidin-4-amine